4-((1-(cyclopropylmethyl)-1H-pyrazol-4-yl)oxy)piperidine C1(CC1)CN1N=CC(=C1)OC1CCNCC1